NCC=1C=NC(=NC1)C1=C(C=C(C#N)C=C1)SC1=CN=NC(=C1)NC(C)C 4-[5-(aminomethyl)pyrimidin-2-yl]-3-[6-(propan-2-ylamino)pyridazin-4-yl]sulfanylbenzonitrile